1,1,1,3,3,4,4,5,5,5-decafluoro-2-methoxypentane FC(C(C(C(C(F)(F)F)(F)F)(F)F)OC)(F)F